4-(bromomethyl)-5-chloro-1-methyl-1H-pyrazole-3-carbonitrile BrCC=1C(=NN(C1Cl)C)C#N